6-(8-((4-fluorophenyl)sulfonyl)-8-azaspiro[4.5]dec-2-yl)-2-oxa-6-azaspiro[3.3]heptane FC1=CC=C(C=C1)S(=O)(=O)N1CCC2(CCC(C2)N2CC3(COC3)C2)CC1